CC1=CC(=NO1)CS(=O)(=O)Cl (5-methyl-1,2-oxazol-3-yl)methanesulfonyl chloride